CC(CCC(C(=O)O)N1C(C=C(C=C1)CCN(CCOCCOCCOCCO[Si](C(C)(C)C)(C)C)C)=O)C 5-methyl-2-(2-oxo-4-(2,2,3,3,16-pentamethyl-4,7,10,13-tetraoxa-16-aza-3-silaoctadecan-18-yl)pyridin-1(2H)-yl)hexanoic acid